C(#N)C1=NC2=CC(=CC(=C2N=C1C1=CC(=CC=C1)OC)[C@@H](C)NC1=C(C(=O)O)C=CC=C1)C (R)-2-((1-(2-cyano-3-(3-methoxyphenyl)-7-methylquinoxalin-5-yl)ethyl)amino)benzoic acid